C(C)N(C(=O)C1=NC=CC=C1)CCC N-ethyl-N-propylpyridine-2-amide